tert-butyl((5-((R)-1-((1S,3S,5S)-5-(aminomethyl)-2-((9,9-difluoro-9H-fluorene-3-carbonyl)glycyl)-2-azabicyclo[3.1.0]hexane-3-carboxamido)ethyl)thiophen-3-yl) (imino) methyl)carbamate C(C)(C)(C)OC(NC(=N)C1=CSC(=C1)[C@@H](C)NC(=O)[C@H]1N([C@H]2C[C@]2(C1)CN)C(CNC(=O)C=1C=CC=2C(C3=CC=CC=C3C2C1)(F)F)=O)=O